4-(((5-(2-(Ethyl(isopropyl)carbamoyl)-4-fluorophenoxy)pyrimidin-4-yl)amino)methyl)-4-fluoropiperidine C(C)N(C(=O)C1=C(OC=2C(=NC=NC2)NCC2(CCNCC2)F)C=CC(=C1)F)C(C)C